C1(CCCCC1)C(COCC)(COC)CCC1=CC=CC=C1 2-cyclohexyl-2-(phenethyl)-1-ethoxy-3-methoxy-propane